C12(CCC(C3=CC=CC=C13)=O)N=C1N(C=CC=C1)C2 2',3'-dihydro-3H,4'H-spiro[imidazo[1,2-a]pyridine-2,1'-naphthalen]-4'-one